C(CC)OC(C(=CC1=CC=2C(=NN(N2)C2=CC3=C(OCO3)C=C2O)C=C1)C)=O 3-[2-(6-hydroxybenzo[1,3]dioxol-5-yl)-2H-benzotriazol-5-yl]methacrylic acid propyl ester